tert-butyl (2-(isobutylamino)ethyl)(methyl)carbamate C(C(C)C)NCCN(C(OC(C)(C)C)=O)C